2-Amino-7-fluoro-4-(5-fluoro-3-((R)-3-(piperidin-1-yl)pyrrolidin-1-yl)-7,9-dihydrofuro[3,4-f]quinazolin-6-yl)thieno[3,2-c]pyridine-3-carbonitrile NC1=C(C=2C(=NC=C(C2S1)F)C=1C2=C(C=3C=NC(=NC3C1F)N1C[C@@H](CC1)N1CCCCC1)COC2)C#N